OC=1C2=C(N=CN1)C=NN2 7-hydroxy-pyrazolo[4,3-d]pyrimidine